3-(5-(((1S,2R)-2-((oxetan-3-ylmethyl)amino)cyclohexyl)oxy)-1-oxoisoindolin-2-yl)piperidine-2,6-dione O1CC(C1)CN[C@H]1[C@H](CCCC1)OC=1C=C2CN(C(C2=CC1)=O)C1C(NC(CC1)=O)=O